phenyl-iminophosphine sodium iodite I(=O)[O-].[Na+].C1(=CC=CC=C1)P=N